((1r,3r)-3-(4-(2-(4-((2-(5-methyl-1,2,4-oxadiazol-3-yl)pyrimidine-5-yl)oxy)phenyl)propan-2-yl)phenoxy)cyclobutyl)tert-butyl carbamate C(N)(OC(CC1CC(C1)OC1=CC=C(C=C1)C(C)(C)C1=CC=C(C=C1)OC=1C=NC(=NC1)C1=NOC(=N1)C)(C)C)=O